OCCOCCNC(CC)=O N-(2-(2-hydroxyethoxy)ethyl)propionamide